C(C1=CC=CC=C1)OC1=NC(=CC=C1NC1=C(C(=CC=C1)I)[N+](=O)[O-])OCC1=CC=CC=C1 2,6-dibenzyloxy-N-(3-iodo-2-nitro-phenyl)pyridin-3-amine